2-(1-azabicyclo[2.2.1]heptan-4-yl)-5-((2R,5S)-5-methylpiperidin-2-yl)benzo[d]thiazole N12CCC(CC1)(C2)C=2SC1=C(N2)C=C(C=C1)[C@@H]1NC[C@H](CC1)C